4-(3-(3-Methoxy-4-((6-methoxypyridin-3-yl)methoxy)benzyl)-3H-imidazo[4,5-b]pyridin-6-yl)-1,4-diazabicyclo[3.2.2]nonane COC=1C=C(CN2C=NC=3C2=NC=C(C3)N3CCN2CCC3CC2)C=CC1OCC=1C=NC(=CC1)OC